2-chloro-N-(3-((6-((4-chlorophenethyl)amino)pyrimidin-4-yl)oxy)phenyl)acetamide ClCC(=O)NC1=CC(=CC=C1)OC1=NC=NC(=C1)NCCC1=CC=C(C=C1)Cl